ClC=1C=C2C(=CNC(C2=CN1)=O)C(C)C 6-Chloro-4-isopropyl-2,7-naphthyridin-1(2H)-one